2,4-Dichloro-N-[4-[(E)-3-[4-[2-hydroxyethyl(methyl)amino]phenyl]prop-2-enoyl]phenyl]benzamide ClC1=C(C(=O)NC2=CC=C(C=C2)C(\C=C\C2=CC=C(C=C2)N(C)CCO)=O)C=CC(=C1)Cl